(2R)-2-(6-{5-chloro-2-[(oxacyclohex-4-yl)amino]pyrimidin-4-yl}-1-oxo-2,3-dihydro-1H-isoindol-2-yl)-N-[(1S)-1-(3-fluoro-5-methoxyphenyl)-2-hydroxyethyl]propionamide ClC=1C(=NC(=NC1)NC1CCOCC1)C1=CC=C2CN(C(C2=C1)=O)[C@@H](C(=O)N[C@H](CO)C1=CC(=CC(=C1)OC)F)C